7-(2-cyclopropyl-7H-pyrrolo[2,3-d]pyrimidin-5-yl)-2-((1-methylpiperidin-4-yl)oxy)quinoxaline C1(CC1)C=1N=CC2=C(N1)NC=C2C2=CC=C1N=CC(=NC1=C2)OC2CCN(CC2)C